Monophenyl (((1R)-2-(6-amino-9H-purin-9-yl)-1-methyl-ethoxy) methyl) phosphate P(=O)(OC1=CC=CC=C1)(OCO[C@@H](CN1C2=NC=NC(=C2N=C1)N)C)[O-]